8-fluoro-3,4-dihydrobenzo[c][1,7]Naphthyridine FC=1C=CC2=C(C=NC=3CNC=CC23)C1